3-[2,4-bis(benzyloxy)-3-fluorophenyl]oxetan-3-amine C(C1=CC=CC=C1)OC1=C(C=CC(=C1F)OCC1=CC=CC=C1)C1(COC1)N